4,6'-diaminobiphenyl-3,6'-disulfonic acid NC1=C(C=C(C=C1)C1=CC=CCC1(S(=O)(=O)O)N)S(=O)(=O)O